1-(carbamoylmethyl)pyridine chloride [Cl-].C(N)(=O)CN1CC=CC=C1